ClC1=CC=C(C(=N1)C(=O)O)N[C@H](C)C1=C2N=C(C(=NC2=CC(=C1)C)C#N)OS(=O)(=O)C(F)(F)F (R)-6-chloro-3-((1-(2-cyano-7-methyl-3-(((trifluoromethyl)sulfonyl)oxy)quinoxalin-5-yl)ethyl)amino)picolinic acid